C(C)(C)N(CC(F)(F)F)C(C)CC isopropyl-sec-butyl-trifluoroethylamine